9,9'-(5-(4,6-diphenyl-1,3,5-triazin-2-yl)-1,3-phenylene)bis(3-(6-phenylpyridin-2-yl)-9H-carbazole) C1(=CC=CC=C1)C1=NC(=NC(=N1)C1=CC=CC=C1)C=1C=C(C=C(C1)N1C2=CC=CC=C2C=2C=C(C=CC12)C1=NC(=CC=C1)C1=CC=CC=C1)N1C2=CC=CC=C2C=2C=C(C=CC12)C1=NC(=CC=C1)C1=CC=CC=C1